ethyl 5-((1-(5-fluoro-2-hydroxyphenyl)ethyl) amino)pyrazolo[1,5-a]pyrimidine-3-carboxylate FC=1C=CC(=C(C1)C(C)NC1=NC=2N(C=C1)N=CC2C(=O)OCC)O